O=C(CCC(=O)ON1C(CCC1=O)=O)NCCOCCOCCC(NCCOCCOCCC(NCCCC[C@H](NC(CCCCCCCCCCCCCCCCC(=O)OC(C)(C)C)=O)C(=O)OC(C)(C)C)=O)=O 29,47-di-tert-butyl 1-(2,5-dioxopyrrolidin-1-yl) (S)-3,13,23,31-tetraoxo-7,10,17,20-tetraoxa-4,14,24,30-tetraazaheptatetracontane-1,29,47-tricarboxylate